C1(CC2C(CC1)O2)COC(=O)C2CC1C(CC2)O1 (3,4-Epoxycyclohexyl)methyl-3,4-epoxycyclohexylcarboxylat